trans-4-(1-((5-methoxy-7-methyl-1H-indol-4-yl)methyl)-4-(1H-1,2,4-triazol-1-yl)piperidin-2-yl)benzoic acid COC=1C(=C2C=CNC2=C(C1)C)CN1[C@H](C[C@@H](CC1)N1N=CN=C1)C1=CC=C(C(=O)O)C=C1